C1(CC1)C(=O)NC1=CC(=C(N=N1)C(=O)NC([2H])([2H])[2H])NC1=C(C(=CC=C1)C1=NC=C(N=C1)C(N(C)C)=O)OC 6-(cyclopropanecarboxamido)-4-((3-(5-(dimethylcarbamoyl)pyrazin-2-yl)-2-methoxyphenyl)amino)-N-trideuteromethylpyridazine-3-carboxamide